methyl N,N-diethyldithiocarbamate C(C)N(C(SC)=S)CC